4,6-dichloro-5-hydroxy-N-(4-oxo-3-(2-(trifluoromethyl)benzyl)-3,4-dihydroquinazolin-5-yl)picolinamide ClC1=CC(=NC(=C1O)Cl)C(=O)NC1=C2C(N(C=NC2=CC=C1)CC1=C(C=CC=C1)C(F)(F)F)=O